tert-butyl (5R,7R)-7-(6-chloro-8-(2-(hydroxymethyl)thieno[3,2-b]pyridin-7-yl)-3,4-dihydroquinolin-1(2H)-yl)-1-azaspiro[4.4]nonane-1-carboxylate ClC=1C=C2CCCN(C2=C(C1)C1=C2C(=NC=C1)C=C(S2)CO)[C@H]2C[C@@]1(CCCN1C(=O)OC(C)(C)C)CC2